C(C1=CC=CC=C1)OC1=C2N=CN(C2=NC(=N1)N1CCOCC1)C1CN(C1)C(=O)OC(C)(C)C tert-butyl 3-(6-(benzyloxy)-2-morpholino-9H-purin-9-yl)azetidine-1-carboxylate